[Mg+2].OCCCS(=O)(=O)[O-].OCCCS(=O)(=O)[O-] hydroxypropyl-sulfonate magnesium